C(C)(C)C=1C(=NNC1C=1C=C(C=2N(C1)N=CN2)C)C(=O)N2CCN(CCC2)C (4-isopropyl-5-(8-methyl-[1,2,4]triazolo[1,5-a]pyridin-6-yl)-1H-pyrazol-3-yl)(4-methyl-1,4-diazepan-1-yl)methanone